COC1=CC=C(CNC(NC2=CC=C(CN(C(C)=O)C)C=C2)=O)C=C1 N-(4-(3-(4-methoxybenzyl)ureido)benzyl)-N-methylacetamide